C(CCC)C(C(=O)O)C.C(CC)(=O)OCCCC n-Butyl propionate (Butyl propionate)